3-(2,6-difluoro-3,5-dimethoxyphenyl)-7-(1,3-dimethyl-1H-pyrazol-4-yl)-1-((1-((tetrahydrofuran-2-yl)methyl)-1H-pyrazol-4-yl)methyl)-3,4-dihydropyrido[4,3-d]pyrimidin-2(1H)-one FC1=C(C(=C(C=C1OC)OC)F)N1C(N(C2=C(C1)C=NC(=C2)C=2C(=NN(C2)C)C)CC=2C=NN(C2)CC2OCCC2)=O